1-(4-((5-([1,2,4]triazolo[1,5-a]pyridin-6-yl)-4-methoxy-7H-pyrrolo[2,3-d]pyrimidin-2-yl)amino)piperidin-1-yl)ethan-1-one N=1C=NN2C1C=CC(=C2)C2=CNC=1N=C(N=C(C12)OC)NC1CCN(CC1)C(C)=O